ClC1=C(NC2=NSC=3C2=NC=C(N3)C=NCC3CCC(N3)=O)C=CC=C1C1=CC=CC=C1 5-((3-(2-chloro-3-phenylanilino)isothiazolo[4,5-b]pyrazin-6-ylmethylene)aminomethyl)pyrrolidin-2-one